4-((S)-4-acryloyl-3-(cyanomethyl)piperazin-1-yl)-2-(((S)-1-methylpyrrolidin-2-yl)methoxy)-N-(naphthalen-1-yl)-5,7-dihydro-6H-pyrrolo[3,4-d]pyrimidine-6-carboxamide C(C=C)(=O)N1[C@H](CN(CC1)C=1C2=C(N=C(N1)OC[C@H]1N(CCC1)C)CN(C2)C(=O)NC2=CC=CC1=CC=CC=C21)CC#N